(S)-N-((R and S)-(3-chloro-2,4-difluorophenyl)((trans)-5-(trifluoromethyl)tetrahydro-2H-pyran-2-yl)methyl)-2-oxoimidazolidine-4-carboxamide ClC=1C(=C(C=CC1F)[C@@H](NC(=O)[C@H]1NC(NC1)=O)[C@@H]1OC[C@H](CC1)C(F)(F)F)F |&1:8|